1,3,2,4-dioxadibismetane O1[BiH]O[BiH]1